(E)-3-(3-Bromo-4-hydroxyphenyl)-1-(4-hydroxyphenyl)prop-2-en-1-one BrC=1C=C(C=CC1O)/C=C/C(=O)C1=CC=C(C=C1)O